O1COC2=C1C=CC=C2O[C@@H](CCN(CCC)CCC)C=2SC(=CC2)Br (S)-3-(benzo[d][1,3]dioxol-4-yloxy)-3-(5-bromothiophen-2-yl)-N,N-dipropylpropan-1-amine